1,5,7-Trimethyl-1H-pyrrolo[3,2-b]pyridine CN1C=CC2=NC(=CC(=C21)C)C